furan-2-yl-(3-hydroxy-2-(pyridin-2-yl)-2,4,5,7-tetrahydro-6H-pyrazolo[3,4-c]pyridin-6-yl)methanone O1C(=CC=C1)C(=O)N1CC=2C(CC1)=C(N(N2)C2=NC=CC=C2)O